1-(diaminomethylidene)guanidine NC(=NC(=N)N)N